C(C=C)(=O)OCC[N+](C)(C)CCCC 2-(butyldimethylammonio)ethyl acrylate